FC(OC1=C(C=CC(=C1C)F)[C@@H]1[C@H](O[C@]([C@H]1C)(C(F)(F)F)C)C(=O)NC1=CC(=NC=C1)C(=O)N)F 4-((2S,3R,4S,5R)-3-(2-(difluoromethoxy)-4-fluoro-3-methylphenyl)-4,5-dimethyl-5-(trifluoromethyl)tetrahydrofuran-2-carboxamido)picolinamide